N-(3H-benzotriazol-5-ylmethyl)-6-(7,8-dihydro-5H-1,6-naphthyridin-6-yl)-5-methyl-pyridine-3-carboxamide N1=NNC2=C1C=CC(=C2)CNC(=O)C=2C=NC(=C(C2)C)N2CC=1C=CC=NC1CC2